6-(8-amino-3-((5,6-dihydro-11H-imidazo[1,2-a]pyrazolo[1,5-d][1,4]diazepin-8-yl)amino)-7-fluoroisoquinolin-6-yl)-7-methyl-1,3-dihydroisothiazolo[4,3-b]pyridine 2-oxide NC=1C(=C(C=C2C=C(N=CC12)NC1=NN2CC=3N(CCC2=C1)C=CN3)C=3C(=C1C(=NC3)CS(N1)=O)C)F